C1(CCCCC1)OS(=O)(=O)C1=C(C=C(C=C1C(C)C)C(C)C)C(C)C 2,4,6-triisopropylbenzenesulfonic acid cyclohexyl ester